BrC=1C2(C3=CC=CC(=C3C1)C)CCC(CC2)=O 2'-bromo-4'-methyl-spiro[cyclohexane-1,1'-indene]-4-one